4-(aminomethyl)-N,N-bis(4-methoxybenzyl)pyrimidin-2-amine hydrochloride Cl.NCC1=NC(=NC=C1)N(CC1=CC=C(C=C1)OC)CC1=CC=C(C=C1)OC